FC(C=1C=C(C=CC1)N1CCN(CC1)CCO)(F)F 4-(3-trifluoromethylphenyl)-1-piperazine-ethanol